FC1=C(C=CC=C1C[C@@H]1N(CC([C@@H]1NS(N(C)C)(=O)=O)(F)F)C(=O)[C@@H]1OCC1)C1=CC(=CC=C1)F N'-{(2S,3R)-2-[(2,3'-difluoro[1,1'-biphenyl]-3-yl)methyl]-4,4-difluoro-1-[(2R)-oxetane-2-carbonyl]pyrrolidin-3-yl}-N,N-dimethylsulfuric diamide